C(C\C=C/CC)[Mg]Cl (Z)-hex-3-en-1-yl-magnesium chloride